CC1=C(CNC=2C=3N(C=C(C2)NC(CCC(=O)OCC)=O)C(=C(N3)C)C)C(=CC=C1)C Ethyl 4-((8-((2,6-dimethylbenzyl)amino)-2,3-dimethylimidazo[1,2-a]pyridin-6-yl)amino)-4-oxobutanoate